aluminum phosphite P([O-])([O-])[O-].[Al+3]